ClC1=NC(=CC=C1C(=O)NS(=O)(=O)C1=CC=CC(=N1)NCCC1CCC(N1C(=O)OC(C)(C)C)(C)C)N1N=C(C=C1)OCCC1(CC1)C(F)(F)F tert-Butyl 5-[2-[[6-[[2-chloro-6-[3-[2-[1-(trifluoromethyl)cyclopropyl] ethoxy]pyrazol-1-yl]pyridine-3-carbonyl]sulfamoyl]-2-pyridyl]amino]ethyl]-2,2-dimethyl-pyrrolidine-1-carboxylate